NC(CCF)C=1C=C(C=CC1F)NC(C1=C(C=C(C(=C1)C(F)(F)F)C1CC1)OC1=C(C=C(C=C1)F)C)=O N-(3-(1-amino-3-fluoropropyl)-4-fluorophenyl)-4-cyclopropyl-2-(4-fluoro-2-methylphenoxy)-5-(trifluoromethyl)benzamide